N1C(=NC=C1)C1CCN(CC1)C(=O)C1=CC=C(C=C1)C1=CC=C(C=C1)C(F)F (4-(1H-Imidazol-2-yl)piperidin-1-yl)(4'-(difluoromethyl)-[1,1'-biphenyl]-4-yl)-methanon